(2-((cis)-4-(4-fluoro-2-methylphenyl)cyclohexyl)ethylamino)tetrahydro-2H-pyran-4-carboxamide Di-tert-butyl-(4-(prop-2-yn-1-yl(3-(trifluoromethyl)benzyl)amino)-1,2-phenylene)dicarbamate C(C)(C)(C)N(C(O)=O)C1=C(C=C(C=C1)N(CC1=CC(=CC=C1)C(F)(F)F)CC#C)N(C(O)=O)C(C)(C)C.FC1=CC(=C(C=C1)[C@H]1CC[C@H](CC1)CCNC1OCCC(C1)C(=O)N)C